BrC1=C(C=C(C=C1)Br)SC1=C(C=CC(=C1)Br)Br 2,5-dibromophenyl sulfide